2-(Triethylsilyl)-1-((2-(trimethylsilyl)ethoxy)methyl)-1H-indole C(C)[Si](C=1N(C2=CC=CC=C2C1)COCC[Si](C)(C)C)(CC)CC